ClC=1C(=CC(=C(C(=O)NS(=O)(=O)N2[C@H](CCC2)C)C1)F)OCC1CCCC1 (S)-5-chloro-4-(cyclopentylmethoxy)-2-fluoro-N-((2-methylpyrrolidin-1-yl)sulfonyl)benzamide